2'-chloro-5'-methoxy-6-methyl-N-[6-(morpholin-4-yl)-1,3-benzothiazol-2-yl]-[4,4'-bipyridine]-3-carboxamide ClC1=NC=C(C(=C1)C1=C(C=NC(=C1)C)C(=O)NC=1SC2=C(N1)C=CC(=C2)N2CCOCC2)OC